BrC=1C(=CC(=NC1)NC(CCCC)=O)F N-(5-bromo-4-fluoropyridin-2-yl)valeramide